(trans)-(3-(1-naphthyl)allyl)(methyl)sulfur C1(=CC=CC2=CC=CC=C12)/C=C/CSC